FC(C=1C(=NC=CC1)C1=CC=C(C=C1)C1=NNC2=NC=C(C=C21)C2=CC1=C(CC[C@@H](CC1)N1C3COCC1C3)C=C2)(F)F 6-[(7S)-3-[3-[4-[3-(Trifluoromethyl)pyridin-2-yl]phenyl]-1H-pyrazolo[3,4-b]pyridin-5-yl]-6,7,8,9-tetrahydro-5H-benzo[7]annulen-7-yl]-3-oxa-6-azabicyclo[3.1.1]heptane